2,5-dibromo-para-phenylenediamine BrC1=C(C=C(C(=C1)N)Br)N